O(C1=CC=CC=C1)C1=CC=C(C=C1)C(C(Cl)Cl)=O p-phenoxydichloroacetophenone